(S)-1-(2-chlorophenyl)-4-((2-hydroxypropyl)amino)-2-oxo-7-(trifluoromethyl)-1,2-dihydro-1,8-naphthyridine-3-carbonitrile ClC1=C(C=CC=C1)N1C(C(=C(C2=CC=C(N=C12)C(F)(F)F)NC[C@H](C)O)C#N)=O